CC(C#N)(C)C1=C2C(=NC(=C1)N1[C@@H](COCC1)C)C(=NN2)C2=CC=NN2C2OCCCC2 2-methyl-2-(5-((R)-3-methylmorpholinyl)-3-(1-(tetrahydro-2H-pyran-2-yl)-1H-pyrazol-5-yl)-1H-pyrazolo[4,3-b]pyridin-7-yl)propanenitrile